ClC1=C(C=C(OCC(=O)NC23CC(C2)(C3)C3=NN(N=C3)[C@@H]3C[C@@H](C3)C#N)C=C1)F 2-(4-chloro-3-fluorophenoxy)-N-(3-(2-((cis)-3-cyanocyclobutyl)-2H-1,2,3-triazol-4-yl)bicyclo[1.1.1]pent-1-yl)acetamide